3,3'-(1,1,3,3-tetrapropoxydisiloxane-1,3-diyl)bis(N,N-dimethylpropane-1-amine) C(CC)O[Si](O[Si](OCCC)(OCCC)CCCN(C)C)(OCCC)CCCN(C)C